isopropylidene(3-tert-butyl-5-methyl-cyclopentadienyl)(octamethyloctahydrodibenzofluorenyl)zirconium dichloride [Cl-].[Cl-].C(C)(C)=[Zr+2](C1(C(C(C(C2(C3C(=C4C=5C=CC=CC5CC4=C21)C=CCC3)C)(C)C)(C)C)(C)C)C)C3C=C(C=C3C)C(C)(C)C